NC1=C(SC=2N=C(N=C(C21)C)C)C(=O)NC2CC=1C=CC(=NC1CC2)N2CC1(OC(C(O1)(C)C)(C)C)C(C2)N 5-amino-N-(2-{9-amino-2,2,3,3-tetramethyl-1,4-dioxa-7-azaspiro[4.4]nonan-7-yl}-5,6,7,8-tetrahydroquinolin-6-yl)-2,4-dimethylthieno[2,3-d]pyrimidine-6-carboxamide